2-[(1S)-1-(3-ethoxy-4-methoxyphenyl)-2-methyl-sulfonylethyl]-2,3-dihydro-1H-isoindole-1,3-dione C(C)OC=1C=C(C=CC1OC)[C@@H](CS(=O)(=O)C)N1C(C2=CC=CC=C2C1=O)=O